(2S)-2-amino-3-(1H-imidazol-4-yl)-N-[3-(1H-pyrazol-4-yl)-1H-indol-7-yl]propionamide N[C@H](C(=O)NC=1C=CC=C2C(=CNC12)C=1C=NNC1)CC=1N=CNC1